(3S,4S,5R)-2-methoxyoxane-3,4,5-triol COC1OC[C@H]([C@@H]([C@@H]1O)O)O